(S)-1-(5-chloro-3-fluoropyridin-2-yl)-3-(hydroxymethyl)-4-(4-(trifluoromethyl)benzyl)piperazine-2,5-dione ClC=1C=C(C(=NC1)N1C([C@@H](N(C(C1)=O)CC1=CC=C(C=C1)C(F)(F)F)CO)=O)F